1-(1,1-dioxo-3,4-dihydrobenzo[b][1,4]thiazepine-5(2H)-yl)ethan-1-one O=S1(C2=C(N(CCC1)C(C)=O)C=CC=C2)=O